N-(3-(3'-chloro-5-(hydroxymethyl)-6-methoxy-[2,4'-bipyridin]-2'-yl)-2-methylphenyl)-5-(dimethoxymethyl)picolinamide ClC=1C(=NC=CC1C1=NC(=C(C=C1)CO)OC)C=1C(=C(C=CC1)NC(C1=NC=C(C=C1)C(OC)OC)=O)C